tert-butyl 2-[2-(trifluoromethyl)pyridin-3-yl]-2,7-diazaspiro[3.5]nonane-7-carboxylate FC(C1=NC=CC=C1N1CC2(C1)CCN(CC2)C(=O)OC(C)(C)C)(F)F